C(C)(C)(C)OC(=O)N1CC(C1)OC1=CC(=C(C(=C1)F)[C@H]1N([C@@H](CC=2C3=CC=CC=C3NC12)C)CC(C)(C)F)F 3-{3,5-difluoro-4-[(1R,3R)-2-(2-fluoro-2-methyl-propyl)-3-methyl-2,3,4,9-tetrahydro-1H-beta-carbolin-1-yl]-phenoxy}-azetidine-1-carboxylic Acid tert-butyl ester